O=SCC(CCC1=NC=CC=C1)C(F)(F)F S-oxo-4-(pyridin-2-yl)-2-(trifluoromethyl)butanethiol